O=C1NC=2N=CC=CC2C2=C1CN(CC2)C(=O)[O-] 5-oxo-1,4,5,6-tetrahydropyrido[3,4-c][1,8]naphthyridine-3(2H)-carboxylate